tert-butyl (2S)-4-[4-[3-[(4-methoxyphenyl)methyl]-2,4-dioxo-hexahydropyrimidin-1-yl]-8-isoquinolyl]-2-methyl-piperazine-1-carboxylate COC1=CC=C(C=C1)CN1C(N(CCC1=O)C1=CN=CC2=C(C=CC=C12)N1C[C@@H](N(CC1)C(=O)OC(C)(C)C)C)=O